TriOctylphosphine C(CCCCCCC)P(CCCCCCCC)CCCCCCCC